C(#N)C1=NC=CC(=C1)CN1CC(C1)NC(OC(C)(C)C)=O tert-butyl (1-((2-cyanopyridin-4-yl)methyl)azetidin-3-yl)carbamate